(S)-N-(4-fluoro-3-methylphenyl)pyrrolidine-2-carboxamide FC1=C(C=C(C=C1)NC(=O)[C@H]1NCCC1)C